N[C@@H](CCC(=O)OC)C(=O)N Methyl (S)-4,5-diamino-5-oxopentanoate